C(C)(=O)N1N=C(C(=C1)C(=O)OCC)OCCCSC ethyl 1-acetyl-3-[3-(methylthio) propoxy]-1H-pyrazole-4-carboxylate